(S)-2-((2-(4-bromo-2,6-difluorophenyl)-7-(trifluoromethyl)imidazo[1,2-a]pyridin-3-yl)methyl)morpholine-4-carboxylic acid tert-butyl ester C(C)(C)(C)OC(=O)N1C[C@@H](OCC1)CC1=C(N=C2N1C=CC(=C2)C(F)(F)F)C2=C(C=C(C=C2F)Br)F